BrC1=CN(SC1SC(C)C)NN 4-Bromo-2-hydrazino-5-(isopropylsulfanyl)thiazoleN